C(N)(=O)C1=C(C(=CC=C1)F)C1=C(C=CC2=C1C[C@](O2)(C2=CC=CC=C2)CNC(OCCCC)=O)Cl |o1:17| butyl (((2S*,4S*)-4-(2-carbamoyl-6-fluorophenyl)-5-chloro-2-phenyl-2,3-dihydrobenzofuran-2-yl)methyl)carbamate